2-amino-4-fluorobenzoic acid NC1=C(C(=O)O)C=CC(=C1)F